CSSSC=CC trans-methyl-1-propenyl trisulphide